ClC1=C2C(=NC=C1)C=C(O2)C2=CC=C(C=C2)C(=O)N2C[C@H](O[C@@H](C2)C)C (4-(7-chlorofuro[3,2-b]pyridin-2-yl)phenyl)((2R,6R)-2,6-dimethylmorpholino)methanone